C1(=CC=CC2=CC3=CC=CC=C3C=C12)C1=C(C(=CC=C1)C1=CC=CC2=CC3=CC=CC=C3C=C12)P(C1=C(C=CC=C1)O)C=1SC=CC1C1=C(C=CC=C1OC)OC 2-{[(2,6-dianthranyl)phenyl]-[3-(2,6-dimethoxyphenyl)-2-thienyl]-phosphino}-phenol